C(C1=CC=CC=C1)(=O)C=1C(=C(C(=O)P([O-])(=O)C2=CC=CC=C2)C(=CC1C)C)C 3-benzoyl-2,4,6-trimethylbenzoyl(phenyl)phosphinate